(S)-7-(oxazol-2-ylmethoxy)-1,2,3,4-tetrahydroisoquinoline-3-carboxylic acid O1C(=NC=C1)COC1=CC=C2C[C@H](NCC2=C1)C(=O)O